FC([C@H]1C[C@H](C1)NC1=NC=C(C#N)C=C1)(F)F 6-((cis-3-(trifluoromethyl)cyclobutyl)amino)nicotinonitrile